ClC=1C(=NC(=NC1)NC=1C(=CC(=C(C1)NC(C=C)=O)N(C)CCN(C)C)OC)NC=1C=CC=C2C=CN(C12)S(=O)(=O)C N-(5-((5-chloro-4-((1-(methylsulfonyl)-1H-indol-7-yl)amino)pyrimidin-2-yl)amino)-2-((2-(dimethylamino)ethyl)(methyl)amino)-4-methoxyphenyl)acrylamide